6-cyclobutoxy-N-(3-fluorophenyl)-2-(1H-imidazol-1-yl)pyrimidine-4-carboxamide C1(CCC1)OC1=CC(=NC(=N1)N1C=NC=C1)C(=O)NC1=CC(=CC=C1)F